3,5-dimethyl-2-((S)-pyrrolidin-3-yloxy)pyridine calcium [Ca].CC=1C(=NC=C(C1)C)O[C@@H]1CNCC1